non-2-enoic acid disodium [Na].[Na].C(C=CCCCCCC)(=O)O